C1=CC=CC=2C3=CC=CC=C3C(=CC12)C1=CC=C(C=C1)C1=CC=C(C=C1)NC1=CC=CC=C1 {4'-(Phenanthren-9-yl)biphenyl-4-yl}-phenylamine